[1,10]phenanthroline-6,7-diol N1=CC=CC2=CC(=C3C(=CC=NC3=C12)O)O